ClC=1C=NN(C1C(=O)NC1=NC=C(C=C1C)C=1C=NN(C1)C1=CC=C(C=C1)F)C[C@@H]1COCC1 (R)-4-chloro-N-(5-(1-(4-fluorophenyl)-1H-pyrazol-4-yl)-3-methylpyridin-2-yl)-1-((tetrahydrofuran-3-yl)methyl)-1H-pyrazole-5-carboxamide